C(CCCCC(C)C)[Si](OC)(OC)OC isooctyl(trimethoxy)silane